S1C=CC=2NC=C(C21)S(=O)(=O)Cl 4H-thieno[3,2-b]pyrrole-6-sulfonyl chloride